C(#N)CC1(CC1)CN1C(=NC2=C1C=C(C=C2F)C(=O)O)CN2CCC(CC2)OC2=NC(=NC=C2)COC2=C(C=C(C=C2)Cl)Cl 1-{[1-(cyanomethyl)cyclopropyl]methyl}-2-{[4-({2-[(2,4-dichlorophenoxy)methyl]pyrimidin-4-yl}oxy)piperidin-1-yl]methyl}-4-fluoro-1H-1,3-benzodiazole-6-carboxylic acid